NC1COC2=C(C1)C(=CC(=C2F)N2CC1CCC(C2)N1C(=O)OC(C)(C)C)F Tert-Butyl 3-(3-amino-5,8-difluoro-3,4-dihydro-2H-1-benzopyran-7-yl)-3,8-diazabicyclo[3.2.1]octane-8-carboxylate